CC1(O[C@@H]2[C@H](O1)[C@](CC2=O)(C=C)C)C (3aR,6R,6aR)-2,2,6-trimethyl-6-vinyltetrahydro-4H-cyclopenta[d][1,3]dioxol-4-one